(2,6-dimethylphenyl) phenylphosphite C1(=CC=CC=C1)P(OC1=C(C=CC=C1C)C)([O-])[O-]